Butanoyloxymethyl (1aR,7bS)-5-fluoro-2-hydroxy-1a,7b-dihydro-1H-cyclopropa[c][1,2]benzoxaborinine-4-carboxylate FC1=C(C2=C([C@@H]3[C@H](B(O2)O)C3)C=C1)C(=O)OCOC(CCC)=O